O=P1(OC2=C(C3=C1C=CC=C3)C=CC=C2)CC(C(=O)O)CC(=O)O 2-[(6-oxo-6H-dibenzo[c,e][1,2]oxaphosphorin-6-yl)methyl]butanedioic acid